((1r,4r)-4-(((3-fluoropyridin-2-yl)methyl)(methyl)amino)cyclohexyl)(3,3,5-trimethyl-2,3-dihydro-1H-pyrrolo[3,2-b]pyridin-1-yl)methanone FC=1C(=NC=CC1)CN(C1CCC(CC1)C(=O)N1CC(C2=NC(=CC=C21)C)(C)C)C